N-(3-cyano-1,5,5-trimethyl-4-oxocyclohex-2-en-1-yl)-N-methylcyclopropanecarboxamide C(#N)C1=CC(CC(C1=O)(C)C)(C)N(C(=O)C1CC1)C